BrC1COCCC1=O 3-bromotetrahydropyran-4-one